6-((4-(6-(methylsiloyl)-1-(tetrahydro-2H-pyran-2-yl)-1H-indazol-4-yl)-1H-1,2,3-triazol-1-yl)methyl)-1H-indole-1-carboxylic acid tert-butyl ester C(C)(C)(C)OC(=O)N1C=CC2=CC=C(C=C12)CN1N=NC(=C1)C1=C2C=NN(C2=CC(=C1)[Si](=O)C)C1OCCCC1